ClC=1C(=NC(=NC1)N1CCC(CC1)N(C)C1=CC2=C(N(N=N2)C2C(NC(CC2)=O)=O)C=C1)NC=1C=C2C=C(C(N(C2=CC1)C)=O)OCC(=O)NC 2-[[6-[[5-chloro-2-[4-[[1-(2,6-dioxo-3-piperidyl)benzotriazol-5-yl]-methyl-amino]-1-piperidyl]pyrimidin-4-yl]amino]-1-methyl-2-oxo-3-quinolyl]oxy]-N-methyl-acetamide